3-(2-Methyl-2H-tetrazol-5-yl)-benzoic acid CN1N=C(N=N1)C=1C=C(C(=O)O)C=CC1